2-((3-(oct-3-yn-1-yl)-1,2,4-oxadiazol-5-yl)methyl)acrylic acid C(CC#CCCCC)C1=NOC(=N1)CC(C(=O)O)=C